4-[[3-fluoro-2-methoxy-propyl]-[4-(5,6,7,8-tetrahydro-1,8-naphthyridin-2-yl)butyl]amino]-2-[[1-(trifluoromethyl)cyclopropanecarbonyl]amino]butanoic acid FCC(CN(CCC(C(=O)O)NC(=O)C1(CC1)C(F)(F)F)CCCCC1=NC=2NCCCC2C=C1)OC